tert-butyl-rel-(1R,5S)-7-oxo-1-({[(1s,4s)-4-[2-(benzyloxy)phenyl]cyclohexyl]oxy}methyl)-9-oxa-2,6-diazaspiro[4.5]decane-2-carboxylate C(C)(C)(C)OC(=O)N1[C@H]([C@]2(CC1)NC(COC2)=O)COC2CCC(CC2)C2=C(C=CC=C2)OCC2=CC=CC=C2 |o1:8,9|